2-cyclohexyl-1-(4-iodophenyl)-6-methoxy-1,2,3,4-tetrahydroisoquinoline C1(CCCCC1)N1C(C2=CC=C(C=C2CC1)OC)C1=CC=C(C=C1)I